COC1=CC(=C(C=N1)C1=CC=C(C=C1)C[C@@H](C(=O)NC)C=1SC2=C(C=NC(=C2)C(=O)N)N1)C [(1S)-1-[[4-(6-methoxy-4-methyl-3-pyridyl)phenyl]methyl]-2-(methylamino)-2-oxo-ethyl]thiazolo[4,5-c]pyridine-6-carboxamide